(2S)-2-[[(2S)-2-amino-3-[5-[bis(2-chloroethyl)amino]-1-methyl-benzimidazol-2-yl]propionyl]amino]-3-(4-fluorophenyl)propanoic acid ethyl ester dihydrochloride Cl.Cl.C(C)OC([C@H](CC1=CC=C(C=C1)F)NC([C@H](CC1=NC2=C(N1C)C=CC(=C2)N(CCCl)CCCl)N)=O)=O